C(C(=C)C)(=O)O[C@@H]1CC[C@H](CC1)OC(C(=C)C)=O trans-1,4-cyclohexanediol dimethacrylate